2-[4-[(3-cyano-4-methyl-1H-indol-7-yl)sulfamoyl]pyrazol-1-yl]-N,N-dimethyl-acetamide C(#N)C1=CNC2=C(C=CC(=C12)C)NS(=O)(=O)C=1C=NN(C1)CC(=O)N(C)C